S1C2=C(C=C1)C(=CC=C2)N2CCN(CC2)CCCCOC2=CC=C1C(CC(N(C1=C2)COC(NCC2CCCCC2)=O)=O)(C)C N-Cyclohexylmethylcarbamic acid 7-[4-(4-benzo[b]thiophen-4-ylpiperazin-1-yl)butoxy]-4,4-dimethyl-2-oxo-3,4-dihydro-2H-quinolin-1-ylmethyl ester